C(#N)C1(CCC1)C(=O)ON1C(C2=CC=CC=C2C1=O)=O 1,3-dioxoisoindolin-2-yl 1-cyanocyclobutane-1-carboxylate